COC(C1=C(N=CC(=C1)C1=CC=C(C=C1)OCCN1CCOCC1)N)=O 2-amino-5-(4-(2-morpholinoethoxy)phenyl)nicotinic acid methyl ester